6-(1-methoxyethyl)-N-[5-(piperazin-1-ylmethyl)pyridin-2-yl]-8-piperidin-1-ylpyrido[3,4-d]pyrimidin-2-amine COC(C)C1=CC2=C(N=C(N=C2)NC2=NC=C(C=C2)CN2CCNCC2)C(=N1)N1CCCCC1